N-[(1R,2R,3S,5S)-2-fluoro-8-azabicyclo[3.2.1]oct-3-yl]carbamic acid tert-butyl ester C(C)(C)(C)OC(N[C@@H]1[C@@H]([C@H]2CC[C@@H](C1)N2)F)=O